((2S,4S)-4-(8-chloro-7-(5,6-dimethyl-1H-indazol-4-yl)-4-(3-(dimethylamino)-3-methylazetidin-1-yl)-6-fluoro-1H-pyrazolo[4,3-c]quinolin-1-yl)piperidin-2-yl)acetonitrile ClC1=CC=2C3=C(C(=NC2C(=C1C1=C2C=NNC2=CC(=C1C)C)F)N1CC(C1)(C)N(C)C)C=NN3[C@@H]3C[C@H](NCC3)CC#N